isobutyric acid 3-(2-(ethyl (methyl) amino) ethyl)-1H-indol-5-yl ester C(C)N(CCC1=CNC2=CC=C(C=C12)OC(C(C)C)=O)C